ClC=1C=C(C=CC1Cl)[C@@H](CN(C)C)N1C(C=C(C=C1)C1=CNC2=NC=C(C=C21)N2CCOCC2)=O (S)-1-(1-(3,4-dichlorophenyl)-2-(dimethylamino)ethyl)-4-(5-morpholino-1H-pyrrolo[2,3-b]pyridin-3-yl)pyridin-2(1H)-one